CN1N=CC(=C1)C=1N=C(C=2N(C1)N=CC2)N2C[C@H]1CC[C@@H](C2)N1C(=O)O (1R,5S)-3-(6-(1-methyl-1H-pyrazol-4-yl)pyrazolo[1,5-a]pyrazin-4-yl)-3,8-diazabicyclo[3.2.1]octane-8-carboxylic acid